2-(5,7-difluoro-1-((2-(trimethylsilyl)ethoxy)methyl)-1H-indazol-3-yl)ethan-1-ol FC=1C=C2C(=NN(C2=C(C1)F)COCC[Si](C)(C)C)CCO